CC1=C(CNC(C2=CC(=CC=C2)NC2=NC=C(C=N2)C2=CC(=CC=C2)F)=O)C=CC(=C1)C N-(2,4-dimethylbenzyl)-3-((5-(3-fluorophenyl)pyrimidin-2-yl)amino)benzamide